C(C)OC(CC1C=2C(C3=C(C(=N1)C1=C(C=CC=C1F)F)C=C(C=C3)OC)=CN(C(C2)=O)C)=O Ethyl-2-(7-(2,6-difluorophenyl)-9-methoxy-2-methyl-3-oxo-3,5-dihydro-2H-benzo[c]pyrido[3,4-e]azepin-5-yl)acetate